BrC1=NC=C(C(=C1)N1C(C(=C(C=C1C)OCC1=NC=C(C=C1F)F)Br)=O)C 2',3-dibromo-4-((3,5-difluoropyridin-2-yl)methoxy)-5',6-dimethyl-2H-[1,4'-bipyridine]-2-one